C(C)(C)(C)C1=C(C(=C(C(=C1)C)C1=CC(C(=C(N1)C)[S@@](=O)(=N)C)=O)F)C (R)-6-(4-tert-butyl-2-fluoro-3,6-dimethyl-phenyl)-2-methyl-3-(methylsulfonimidoyl)-1H-pyridin-4-one